O1N=CC=C1C(=O)[O-] 1,2-oxazol-5-carboxylat